(R) and (S)-N-(1-(4-fluorophenyl)-2-hydroxy-2-methylpropyl)-3-(2-methylpyridin-4-yl)-1H-thieno[2,3-c]pyrazole-5-amide FC1=CC=C(C=C1)[C@H](C(C)(C)O)NC(=O)C1=CC2=C(NN=C2C2=CC(=NC=C2)C)S1 |r|